5-Amino-3-[2-[4-[3,5-difluoro-4-(2-methoxyethoxy)phenyl]piperazin-1-yl]ethyl]-8-(2-furyl)-1-methyl-[1,2,4]triazolo[5,1-f]purin-2-one NN1C=NC(=C2N3C(N=C12)N(C(N3C)=O)CCN3CCN(CC3)C3=CC(=C(C(=C3)F)OCCOC)F)C=3OC=CC3